tert-Butyl 6-formyl-3,4-dihydro-1H-isoquinoline-2-carboxylate C(=O)C=1C=C2CCN(CC2=CC1)C(=O)OC(C)(C)C